COC1=C(C=CC(=C1)OC)CN(S(=O)(=O)CC(=O)OC)CC1=C(C=C(C=C1)OC)OC methyl 2-[bis[(2,4-dimethoxyphenyl)methyl]sulfamoyl]acetate